8-Bromo-6-(1-methylcyclopropoxy)-9H-purine HBr salt Br.BrC=1NC2=NC=NC(=C2N1)OC1(CC1)C